IC=1C=NN(C1C)CC(C)C 4-Iodo-1-isobutyl-5-methyl-1H-pyrazole